(1r,2'S,4S)-2'-[3-(benzyloxy)phenyl]-4-(3-chloroanilino)-2',3'-dihydrospiro[cyclohexane-1,1'-indene]-4-carboxylic acid C(C1=CC=CC=C1)OC=1C=C(C=CC1)[C@H]1C2(C3=CC=CC=C3C1)CCC(CC2)(C(=O)O)NC2=CC(=CC=C2)Cl